N1=CC=C(C=C1)C#CC1=CC=C(C=C1)C#CC1=CC=NC=C1 1,4-bis(pyridin-4-ylethynyl)benzene